[Na+].C(CCCCCCCC)(=O)NCCCCCC(=O)C1=CC=C(C=C1)S(=O)(=O)[O-] 4-[N-(nonanoyl)aminohexanoyl]-benzenesulfonic acid sodium salt